benzoimidazole-5-carboxylic acid 4-hydroxy-benzylamide OC1=CC=C(CNC(=O)C2=CC3=C(N=CN3)C=C2)C=C1